3,5-dichlorobenzyl 4-(((3-(5-oxo-4,5-dihydro-1,3,4-oxadiazol-2-yl)phenyl)amino)methyl)piperidin-1-Carboxylate O=C1NN=C(O1)C=1C=C(C=CC1)NCC1CCN(CC1)C(=O)OCC1=CC(=CC(=C1)Cl)Cl